(5-fluoro-6-(2,2,2-trifluoroethoxy)pyridin-3-yl)(5-fluoro-6-(trifluoromethyl)pyridin-2-yl)methanamine hydrochloride Cl.FC=1C=C(C=NC1OCC(F)(F)F)C(N)C1=NC(=C(C=C1)F)C(F)(F)F